C(#N)C[C@@H]1N(CCN(C1)C1=NC(=NC2=C(C(=CC=C12)C1=CC(=CC2=CC=CC=C12)OCOC)F)OC[C@H]1N(CCC1)C)C(=O)OCC1=CC=CC=C1 Benzyl (S)-2-(cyanomethyl)-4-(8-fluoro-7-(3-(methoxymethoxy)naphthalen-1-yl)-2-(((S)-1-methylpyrrolidin-2-yl)methoxy)quinazolin-4-yl)piperazine-1-carboxylate